C(#N)C1=C(C=C(C=C1OC)/C=C/C(=O)[O-])OC.[Na+] sodium (E)-3-(4-cyano-3,5-dimethoxyphenyl)acrylate